(pyrrolidin-2-yl)methyl 2',4'-difluoro-4-hydroxy-[1,1'-biphenyl]-3-carboxylate hydrochloride Cl.FC1=C(C=CC(=C1)F)C1=CC(=C(C=C1)O)C(=O)OCC1NCCC1